C(C)C(C(=O)[O-])CC(=O)[O-] ethylsuccinate